2-chloro-6-(4-fluorophenyl)pyridine-4-carboxylic acid methyl ester COC(=O)C1=CC(=NC(=C1)C1=CC=C(C=C1)F)Cl